6-iodo-4-methylheptyloxymethyl ether IC(CC(CCCOCOCOCCCC(CC(C)I)C)C)C